N-{3-[2-tert-butyl-5-(2-{[4-(piperidin-4-yl)phenyl]amino}pyrimidin-4-yl)-1,3-thiazol-4-yl]-2-fluorophenyl}propane-1-sulfonamide C(C)(C)(C)C=1SC(=C(N1)C=1C(=C(C=CC1)NS(=O)(=O)CCC)F)C1=NC(=NC=C1)NC1=CC=C(C=C1)C1CCNCC1